piperazineEthaneSulfonic acid C1CN(CCN1)CCS(=O)(=O)O